[Se-2].[V+5].[Se-2].[Se-2].[Se-2].[Se-2].[V+5] vanadium selenide